ICC12CC(C1)(C2)C2=NC=C(C=N2)N2C[C@@H](CC2)OC=2C(=NC=1N(C2C)N=C(N1)C)C 6-[(3R)-1-[2-[3-(iodomethyl)-1-bicyclo[1.1.1]pentanyl]pyrimidin-5-yl]pyrrolidin-3-yl]oxy-2,5,7-trimethyl-[1,2,4]triazolo[1,5-a]pyrimidine